ClC1=CC=C(C=C1)C1=NN=C(O1)C12CC(C1)(C2)N 3-[5-(4-chlorophenyl)-1,3,4-oxadiazol-2-yl]Bicyclo[1.1.1]Pentane-1-amine